2-methyl-N-[(2-chlorophenyl)methyl]-4H-pyrrolo[2,3-d][1,3]thiazole-5-carboxamide CC=1SC2=C(N1)NC(=C2)C(=O)NCC2=C(C=CC=C2)Cl